O,N-Dimethyl-N-[4-(1-methyl-prop-2-ynylamino)-6-n-propylamino-[1,3,5]triazin-2-yl]-hydroxylamine CON(C1=NC(=NC(=N1)NC(C#C)C)NCCC)C